[(2-methoxy-5-{3-[(deutero)methylcarbamoyl]-1H-indazol-6-yl}pyridin-3-yl)formamido]-2,2-dimethylpropanoate COC1=NC=C(C=C1C(=O)NCC(C(=O)[O-])(C)C)C1=CC=C2C(=NNC2=C1)C(NC[2H])=O